FC(OC=1C(=NC=C(C1)C(F)(F)F)N1C(OC[C@@]12C1=C(OCCC2)C(=CC=C1)F)=O)F |r| rac-3'-(3-(difluoromethoxy)-5-(trifluoromethyl)pyridin-2-yl)-9-fluoro-3,4-dihydro-2H-spiro[benzo[b]oxepine-5,4'-oxazolidin]-2'-one